C1(=CC=CC=C1)N1N=C(C2=CC(=C3C(=C12)C=CC=C3)O)C3=CC=CC=C3 1,3-diphenyl-1H-benzo[g]indazol-5-ol